(1R,2S)-2-{3-[(2-chlorofuro[3,2-d]pyrimidin-4-yl)amino]-1H-indazol-6-yl}-5'-methoxyspiro[cyclopropane-1,3'-indol]-2'(1'H)-one ClC=1N=C(C2=C(N1)C=CO2)NC2=NNC1=CC(=CC=C21)[C@@H]2C[C@@]21C(NC2=CC=C(C=C12)OC)=O